N2,N2,N6,N6-tetrakis(2-methoxyethyl)-8-(4-methoxypiperidin-1-yl)-N4-(3-(pyridin-2-yl)propyl)pyrimido[5,4-d]pyrimidine-2,4,6-triamine COCCN(C=1N=C(C2=C(N1)C(=NC(=N2)N(CCOC)CCOC)N2CCC(CC2)OC)NCCCC2=NC=CC=C2)CCOC